N-((1,2,3,5,6,7-hexahydro-s-indacen-4-yl)carbamoyl)-4-hydroxy-6,6-dimethyl-4,5,6,7-tetrahydrobenzofuran-2-sulfonamide C1CCC2=C(C=3CCCC3C=C12)NC(=O)NS(=O)(=O)C=1OC2=C(C1)C(CC(C2)(C)C)O